N-(3-sulfamoylphenyl)-5-(trifluoromethyl)-2-(3,3,5-trimethylazepan-1-yl)pyridine-3-carboxamide S(N)(=O)(=O)C=1C=C(C=CC1)NC(=O)C=1C(=NC=C(C1)C(F)(F)F)N1CC(CC(CC1)C)(C)C